ClC=1C(=NC(=NC1)NC1=CC(=C(C=C1)N1CCN(C2(CC2)C1)C)F)C(=O)O 5-chloro-2-((3-fluoro-4-(4-methyl-4,7-diazaspiro[2.5]oct-7-yl)phenyl)amino)pyrimidine-4-carboxylic acid